ClC=1C=C(C#N)C=C(C1)OC1=C(N=CN(C1=O)CC1=NNC(C(=C1)OC)=O)C(F)(F)F 3-chloro-5-((1-((5-methoxy-6-oxo-1,6-dihydropyridazin-3-yl)methyl)-6-oxo-4-(trifluoromethyl)-1,6-dihydropyrimidin-5-yl)oxy)benzonitrile